3-((2-fluoro-4-(piperazin-1-yl)phenyl)amino)piperidine-2,6-dione FC1=C(C=CC(=C1)N1CCNCC1)NC1C(NC(CC1)=O)=O